6-((4-((2-ethyl-4-phenylthiazol-5-yl)oxy)pyrimidin-2-yl)amino)nicotinic acid C(C)C=1SC(=C(N1)C1=CC=CC=C1)OC1=NC(=NC=C1)NC1=NC=C(C(=O)O)C=C1